8-isopropyl-thieno[3',2':4,5]pyrrolo[1,2-d][1,2,4]triazin-5(6H)-one C(C)(C)C1=NNC(C=2N1C1=C(C2)C=CS1)=O